C(C)(C)(C)OC(CC[C@@H](C(=O)N)N)=O.NCCC=O 3-aminopropanealdehyde (S)-tert-butyl-4,5-diamino-5-oxopentanoate